Propanamine C(CC)N